CC=1C=C2C(C=C(OC2=C(C1)C(C)NC1=C(C(=O)OC(C)(C)C)C=CC=C1)C=1C=C2C=CC=NC2=CN1)=O tert-Butyl 2-[1-[6-methyl-2-(1,7-naphthyridin-6-yl)-4-oxo-chromen-8-yl]ethylamino]benzoate